p-toluyl-zinc C1(=CC=C(C=C1)[Zn])C